tert-butyl-4-((4-((3-chloro-2-fluorophenyl) amino)-6-nitroquinazolin-7-yl) ethynyl)-4-methylpiperidine-1-carboxylate C(C)(C)(C)OC(=O)N1CCC(CC1)(C)C#CC1=C(C=C2C(=NC=NC2=C1)NC1=C(C(=CC=C1)Cl)F)[N+](=O)[O-]